COC=1C(=CC(=C(C1)CC#N)C)[N+](=O)[O-] 2-(5-methoxy-2-methyl-4-nitrophenyl)acetonitrile